ClC1=CC=C(C(=N1)C1=NN(C=N1)CCO)NC(C)C=1C=2C3=C(N(C(C2C=C(C1)C)=O)C)N(N=C3)C3CN(C3)C 9-(1-((6-chloro-2-(1-(2-hydroxyethyl)-1H-1,2,4-triazol-3-yl)pyridin-3-yl)amino)ethyl)-4,7-dimethyl-3-(1-methylazetidin-3-yl)-3,4-dihydro-5H-pyrazolo[3,4-c]isoquinolin-5-one